tert-butyl (R)-(1-oxo-1-((phenylmethyl-d2)amino)propan-2-yl)carbamate O=C([C@@H](C)NC(OC(C)(C)C)=O)NC([2H])([2H])C1=CC=CC=C1